5-(4-methoxyphenyl)-6-methyl-3-(1-methyl-1H-indol-5-yl)thieno[2,3-d]pyrimidine-2,4(1H,3H)-dione COC1=CC=C(C=C1)C1=C(SC=2NC(N(C(C21)=O)C=2C=C1C=CN(C1=CC2)C)=O)C